CC1(CCN(CC1)CCNC(=O)C1=CC(=C(S1)C=1N2C(SC1C=1C=NN(C1)C)=C(C=N2)C(=O)N)C)C (5-((2-(4,4-dimethylpiperidin-1-yl)ethyl)carbamoyl)-3-methylthiophene-2-yl)-2-(1-methyl-1H-pyrazol-4-yl)pyrazolo[5,1-b]Thiazole-7-carboxamide